4-Chloro-3-cyanobenzoic acid ClC1=C(C=C(C(=O)O)C=C1)C#N